FC(OCC1=CC=C(C=C1)C1=CC=CC=C1)F 4-((difluoromethoxy)methyl)-1,1'-biphenyl